4-((2-methyl-4-nitrophenyl)thio)piperidine-1-carboxylic acid tert-butyl ester C(C)(C)(C)OC(=O)N1CCC(CC1)SC1=C(C=C(C=C1)[N+](=O)[O-])C